COC1=CC=C(C2=CC=CC=C12)O 4-Methoxy-1-naphthol